C(C)OC1=CC=2OC=3C=C4C(=C(C3C(C2C(=C1OC)CC=C(C)C)=O)OC/C=C/C(=O)OCC)C=CC(O4)(C)C Ethyl (E)-4-((9-ethoxy-8-methoxy-2,2-dimethyl-7-(3-methylbut-2-en-1-yl)-6-oxo-2H,6H-pyrano[3,2-b]xanthen-5-yl)oxy)but-2-enoate